NC=1C=CC(=NC1C)C1=CNC2=C(C=CC=C12)C(C)=O 1-[3-(5-amino-6-methylpyridin-2-yl)-1H-indol-7-yl]ethanone